(2-amino-4,5,6,8-tetrahydrospiro[cyclohepta[b]thiophene-7,2'-[1,3]dioxolan]-3-yl)(2,6-difluorophenyl)methanone NC1=C(C2=C(S1)CC1(OCCO1)CCC2)C(=O)C2=C(C=CC=C2F)F